1,2-bis(epoxypropyl)benzene C(C1CO1)C1=C(C=CC=C1)CC1CO1